bis-(nitrophenyl) phosphate P(=O)(OC1=C(C=CC=C1)[N+](=O)[O-])(OC1=C(C=CC=C1)[N+](=O)[O-])[O-]